3-{[3-(trifluoromethyl)benzyl]oxy}cyclobutane-1-carboxylic acid FC(C=1C=C(COC2CC(C2)C(=O)O)C=CC1)(F)F